3-[3-methoxy-1-[3-(4,4,5,5-tetramethyl-1,3,2-dioxaborolan-2-yl)phenyl]cyclobutyl]-4-methyl-4H-1,2,4-triazole COC1CC(C1)(C1=CC(=CC=C1)B1OC(C(O1)(C)C)(C)C)C1=NN=CN1C